4-[3E-(4-Methoxy-3-thiophen-2-yl-phenyl)-acryloyl]-benzoic acid COC1=C(C=C(C=C1)/C=C/C(=O)C1=CC=C(C(=O)O)C=C1)C=1SC=CC1